C(C1=CC=CC=C1)C1N(C(OC1)=O)C(\C=C\C=1C=C(C=CC1)C1=C(C=CC=C1)C(F)(F)F)=O (E)-4-benzyl-3-(3-(2'-(trifluoromethyl)-[1,1'-biphenyl]-3-yl)propenoyl)oxazolidin-2-one